N-[(4S,5S)-3-[(dimethylamino)methyl]-7-ethyl-4-(4-fluorophenyl)-6-oxo-1-phenyl-1H,4H,5H,6H,7H-pyrazolo[3,4-b]pyridin-5-yl]-3-(trifluoromethyl)benzamide CN(C)CC1=NN(C=2N(C([C@H]([C@H](C21)C2=CC=C(C=C2)F)NC(C2=CC(=CC=C2)C(F)(F)F)=O)=O)CC)C2=CC=CC=C2